ClC1=NC(=NC(=N1)C1=CC=CC=C1)C1=CC=C(C=C1)C12C[C@H]3CC(C31)C2 2-chloro-4-phenyl-6-(4-((1R,3R,6R)-tricyclo[3.1.1.03,6]heptan-1-yl)phenyl)-1,3,5-triazine